BrC=1C(=C(OCC2=CC=C(C=C2)CCC(=O)OC)C=CC1)C methyl 3-(4-((3-bromo-2-methylphenoxy)methyl)phenyl)propanoate